tris(dibenzylethanone) dipalladium [Pd].[Pd].C(C1=CC=CC=C1)CC(=O)CC1=CC=CC=C1.C(C1=CC=CC=C1)CC(=O)CC1=CC=CC=C1.C(C1=CC=CC=C1)CC(=O)CC1=CC=CC=C1